(7R,14R)-11-((1-(2-aminoethyl)-1H-pyrazol-4-yl)ethynyl)-1-(difluoromethoxy)-6-(methyl-d3)-6,7-dihydro-7,14-methanobenzo[f]benzo[4,5]imidazo[1,2-a][1,4]diazocin-5(14H)-one NCCN1N=CC(=C1)C#CC1=CC2=C(N=C3N2[C@H]2C4=C(C(N([C@@H]3C2)C([2H])([2H])[2H])=O)C=CC=C4OC(F)F)C=C1